(chloromethyl)-7-fluoro-3-[(2S)-oxetan-2-ylmethyl]-1,3-benzodiazole-5-carboxylic acid ethyl ester C(C)OC(=O)C1=CC2=C(N=C(N2C[C@H]2OCC2)CCl)C(=C1)F